5,6-dihydro-4H-cyclopenta[b]Thiophene-3-carboxamide S1C2=C(C(=C1)C(=O)N)CCC2